4-hydroxy-3,5-dimethoxybenzamide OC1=C(C=C(C(=O)N)C=C1OC)OC